tert-butyl (2-(1-cyclopropyl-4,4-difluoro-3-hydroxypent-1-yn-3-yl)4-fluoro-5-vinylphenyl)carbamate C1(CC1)C#CC(C(C)(F)F)(O)C1=C(C=C(C(=C1)F)C=C)NC(OC(C)(C)C)=O